COC=1C=C(C=C(C1)C=1C=NN(C1)C)[C@@H](C)NC(=O)C1=C(C=CC=C1)CCC(=O)NNC(/C=C/C(=O)OC)=O methyl (E)-4-[2-[3-[2-[[(1R)-1-[3-methoxy-5-(1-methylpyrazol-4-yl)phenyl]ethyl]carbamoyl]phenyl] propanoyl]hydrazino]-4-oxo-but-2-enoate